C1(CC1)C(C#CC=1C2=C(C(N(C1)C)=O)NC(=C2C=2OC(=NN2)CN(C)C)C)(C)O 4-(3-cyclopropyl-3-hydroxy-but-1-ynyl)-3-[5-[(dimethylamino)methyl]-1,3,4-oxadiazol-2-yl]-2,6-dimethyl-1H-pyrrolo[2,3-c]pyridin-7-one